4-amino-6-chloropyridineamide NC1=CC(=NC(=C1)Cl)C(=O)N